N,N-dimethyl-2-(4-(4-(3-(5-methyl-1,3,4-oxadiazol-2-yl)-1,7-naphthyridin-5-yl)phenyl)-1H-pyrazol-1-yl)acetamide CN(C(CN1N=CC(=C1)C1=CC=C(C=C1)C1=C2C=C(C=NC2=CN=C1)C=1OC(=NN1)C)=O)C